FC=1C=C(N2N=C(N=CC21)N[C@H]2[C@@H](COCC2)O)C2=NC=C(C=C2)[C@@H](C(F)(F)F)C (3S,4R)-4-[(5-fluoro-7-{5-[(2S)-1,1,1-trifluoropropan-2-yl]pyridin-2-yl}pyrrolo[2,1-f][1,2,4]triazin-2-yl)amino]oxan-3-ol